FC1(COC1)C=1C=C(C(=O)O)C=CC1 3-(3-Fluorooxetan-3-yl)benzoic acid